C1(=CC=CC=C1)C(=CCCCCCCC)C1=CC=CC=C1 diphenyl-non-ene